6-(aminomethyl)-4,5,6,7-tetrahydrobenzo[d]thiazol-2-amine dihydrobromide Br.Br.NCC1CC2=C(N=C(S2)N)CC1